N1C=NC2=C1C=CC(=C2)N2C(CCC2C2=CC1=C(OCCO1)C=C2)=O 1-(1H-benzo[d]imidazol-5-yl)-5-(2,3-dihydrobenzo[b][1,4]dioxin-6-yl)pyrrolidin-2-one